CC1(CC=2C(CCCC2CC1C)(C)C)C(C)=O 1-(2,3,8,8-Tetramethyl-1,3,4,5,6,7-hexa-hydronaphthalen-2-yl)ethanone